ClC1=C(C=NNC1=O)N1CC=2N(CC1)C(=CN2)C(=O)C2=C(C#N)C=CC=C2C(F)(F)F (7-(5-chloro-6-oxo-1,6-dihydropyridazin-4-yl)-5,6,7,8-tetrahydroimidazo[1,2-a]pyrazine-3-carbonyl)-3-(trifluoromethyl)benzonitrile